ClC1=NC=CC(=N1)NS(=O)(=O)C1=CC=C(C=C1)OC N-(2-chloro-4-pyrimidinyl)-4-methoxybenzenesulfonamide